O=C1NC2=C(C3=C(C1)C1=CC(=CC=C1N3)C(F)(F)F)C=C(C=C2)C=CC#N 3-(6-oxo-9-trifluoromethyl-5,6,7,12-tetrahydro-indolo[3,2-d][1]benzazepin-2-yl)acrylonitrile